COC1=CC=C(C=C(C(=O)OCC)C#N)C=C1 ethyl 4-methoxy-α-cyanocinnamate